C1(C(CC(CC1)CCC(=O)OCCC(C)C)CCC(=O)OCCC(C)C)CCC(=O)OCCC(C)C tri(isopentyl) cyclohexane-1,2,4-tripropionate